FC1C(C1)[NH-] 2-fluoro-cyclopropylamide